FC1=C(C=C(C(=C1)C)C)O 2-fluoro-4,5-dimethylphenol